L-5-methylnonanoic acid CC(CCCC(=O)O)CCCC